COC1=C(COC([C@H](NC(=O)OC(C)(C)C)CC2=CNC3=CC=CC=C23)=O)C=CC(=C1)OC (Boc)-D-tryptophan 2,4-dimethoxybenzyl ester